6-fluoro-2-pyridine-carboxamide FC1=CC=CC(=N1)C(=O)N